(4-((S)-3-cyclohexylmorpholinyl)-2-((S)-2-(hydroxymethyl)morpholinyl)quinazolin-6-yl)-1,3-dimethylpyridin-2(1H)-one C1(CCCCC1)[C@@H]1N(CCOC1)C1=NC(=NC2=CC=C(C=C12)C1=C(C(N(C=C1)C)=O)C)N1C[C@H](OCC1)CO